benzyl (6-(3-bromophenyl)-2,2,6-trimethyl-7-(2-(methyl-d3)hydrazineyl)-7-oxoheptyl)(methyl)carbamate BrC=1C=C(C=CC1)C(CCCC(CN(C(OCC1=CC=CC=C1)=O)C)(C)C)(C(=O)NNC([2H])([2H])[2H])C